CCC(C)C(=O)O METHYL-2-BUTYRIC ACID